4-{9,9'-spirobi[fluorene]-8-yl}aniline C1=CC=CC=2C3=CC=CC(=C3C3(C12)C1=CC=CC=C1C=1C=CC=CC13)C1=CC=C(N)C=C1